N-[5-(2,6-difluoro-4-methoxyphenyl)-2-[6-(3-hydroxy-3-methylazetidin-1-yl)-4-methoxypyridin-2-yl]-1-methyl-3-oxo-2,3-dihydro-1H-pyrazol-4-yl]-4-(difluoromethoxy)benzamide FC1=C(C(=CC(=C1)OC)F)C1=C(C(N(N1C)C1=NC(=CC(=C1)OC)N1CC(C1)(C)O)=O)NC(C1=CC=C(C=C1)OC(F)F)=O